1-Cyclooct-4-enylmethylcarbonat C1(CCC=CCCC1)COC([O-])=O